N'-acetyl-4-methoxybenzoyl-hydrazine manganese [Mn].C(C)(=O)NNC(C1=CC=C(C=C1)OC)=O